N-(aminoethyl)-aminopropyl-trimethyl-(ethoxy)oxysilane NCCNCCCC[Si](OOCC)(C)C